Trans-1-tert-butoxycarbonyl-5-octyl-piperidine-3-carboxylic Acid C(C)(C)(C)OC(=O)N1C[C@H](C[C@@H](C1)CCCCCCCC)C(=O)O